N-(2-fluoro-4-(trifluoromethyl)benzyl)oxazol-2-amine FC1=C(CNC=2OC=CN2)C=CC(=C1)C(F)(F)F